ClC1N(C(C=2C(=C3C(=CC2C1)OC(O3)C31CCC(CC3)(CC1)N(C)C)C)=O)CC=1C(NC(=CC1C)C)=O chloro-6-((4,6-dimethyl-2-oxo-1,2-dihydropyridin-3-yl)methyl)-2-(4-(dimethylamino)bicyclo[2.2.2]oct-1-yl)-4-methyl-7,8-dihydro-[1,3]dioxolo[4,5-g]isoquinolin-5(6H)-one